[(13R)-5,24-difluoro-13-methyl-8,14-dioxa-20,22,26-triazatetracyclo[19.3.1.115,19.02,7]hexacosa-1(24),2,4,6,15,17,19(26),21(25),22-nonaen-17-yl]methyl-imino-methyl-oxo-λ6-sulfane FC1=CC=C2C3=C(C=NC(NC=4C=C(C=C(O[C@@H](CCCCOC2=C1)C)N4)CS(=O)(C)=N)=C3)F